C(=O)C1=CC(=C2CN(C(C2=C1)=O)C=1C=C(C=CC1)C1(CC(C1)(C#N)C)CC1=NN=CN1C)C(F)(F)F (1r,3r)-3-(3-(6-formyl-1-oxo-4-(trifluoromethyl)isoindolin-2-yl)phenyl)-1-methyl-3-((4-methyl-4H-1,2,4-triazol-3-yl)methyl)Cyclobutane-1-carbonitrile